lead-tin-cerium oxide [O-2].[Ce+3].[Sn+4].[Pb+2]